(2S)-2-(tert-butoxycarbonylamino)-3-(3-pyridyl)propanoic acid C(C)(C)(C)OC(=O)N[C@H](C(=O)O)CC=1C=NC=CC1